water aluminium trichloride [Al](Cl)(Cl)Cl.O